N[C@H](C(=O)O)CS(=O)(=O)CCN (-)-(2R)-2-amino-3-(2-aminoethylsulfonyl)propanoic acid